ClC1=C(C(=O)NC2CCCC2)C=C(C=C1)N1C=NN=C1 2-chloro-N-cyclopentyl-5-(4H-1,2,4-triazol-4-yl)benzamide